FC=1C=CC=C2C(=C(NC12)C)CCNC1=NC(=NC2=C1OCCN2)C=2C(NC=CC2)=O 3-[4-[2-(7-fluoro-2-methyl-1H-indol-3-yl)ethylamino]-7,8-dihydro-6H-pyrimido[5,4-b][1,4]oxazin-2-yl]-1H-pyridin-2-one